ClC=1C=C(C=CC1Cl)[C@@H](CN(C)C)NS(=O)(=O)C1=CC=C(C=C1)OC(F)(F)F (S)-N-(1-(3,4-dichlorophenyl)-2-(dimethylamino)ethyl)-4-(trifluoromethoxy)benzenesulfonamide